BrC1=CC=C(C=C1)[C@@H]1N(C[C@H](CC1)C)C(=O)OC(C)(C)C |r| tert-butyl rac-(2R,5S)-2-(4-bromophenyl)-5-methyl-piperidine-1-carboxylate